C(C1=CC=CC=C1)N1N=CC(=C1)S(=O)(=O)NC1=NC(=C(C(=N1)Cl)CC)OC1=C(C(=CC=C1)N1CCN(CC1)C)Cl 1-Benzyl-N-[4-chloro-6-[2-chloro-3-(4-methylpiperazin-1-yl)phenoxy]-5-ethyl-pyrimidin-2-yl]pyrazole-4-sulfonamide